methyl 6-fluoro-4-oxo-3,4-dihydroquinazoline-8-carboxylate FC=1C=C2C(NC=NC2=C(C1)C(=O)OC)=O